4-((1-(4-Bromobenzyl)-1H-imidazol-5-yl)methyl)-5-butyl-1-phenylpiperazin-2-one BrC1=CC=C(CN2C=NC=C2CN2CC(N(CC2CCCC)C2=CC=CC=C2)=O)C=C1